quaterphenol C=1(C(=CC=CC1)C1=C(C=CC=C1C1=C(C=CC=C1C=1C(=CC=CC1)O)O)O)O